3-(5-(4-(5-methoxybenzofuran-2-yl)-1H-1,2,3-triazol-1-yl)-1-oxoisoindolin-2-yl)piperidine-2,6-dione COC=1C=CC2=C(C=C(O2)C=2N=NN(C2)C=2C=C3CN(C(C3=CC2)=O)C2C(NC(CC2)=O)=O)C1